N(4)-hydroxycytidine-triphosphate P(O)(=O)(OP(=O)(O)OP(=O)(O)O)OC[C@@H]1[C@H]([C@H]([C@@H](O1)N1C(=O)N=C(NO)C=C1)O)O